C(#N)[C@@H](C[C@@H]1C(NCCC1)=O)NC(=O)[C@@H]1N(C2CCC1CC2)C(=O)C=2NC1=CC=CC(=C1C2)OC (R)-N-((R)-1-cyano-2-((R)-2-oxopiperidin-3-yl)ethyl)-2-(4-methoxy-1H-indole-2-carbonyl)-2-azabicyclo[2.2.2]octane-3-carboxamide